(S)-1-((7-(2,6-dioxopiperidin-3-yl)-6-oxo-7,8-dihydro-2H,6H-spiro[furo[2,3-e]isoindole-3,4'-piperidin]-1'-yl)sulfonyl)-3-methyl-1H-imidazol-3-ium trifluoromethanesulfonate FC(S(=O)(=O)[O-])(F)F.O=C1NC(CC[C@@H]1N1C(C2=CC=C3C(=C2C1)OCC31CCN(CC1)S(=O)(=O)N1C=[N+](C=C1)C)=O)=O